carboxymethyl(glycine) C(=O)(O)CNCC(=O)O